(S)-quinuclidin-3-yl (7-(2,3-dimethoxyphenyl)-3,3-dimethylchroman-4-yl)carbamate COC1=C(C=CC=C1OC)C1=CC=C2C(C(COC2=C1)(C)C)NC(O[C@@H]1CN2CCC1CC2)=O